5-methyl-2,4-dihydro-3H-pyrazole-3-thione CC=1CC(NN1)=S